N-((1-Methylpiperidin-4-yl)methyl)-3-((1-oxo-6-(3-(trifluoromethyl)-1H-pyrazol-4-yl)isoquinolin-2(1H)-yl)methyl)benzamide CN1CCC(CC1)CNC(C1=CC(=CC=C1)CN1C(C2=CC=C(C=C2C=C1)C=1C(=NNC1)C(F)(F)F)=O)=O